3-(3-Ethoxyphenyl)-1,5-dimethyl-pyrazol-4-ol C(C)OC=1C=C(C=CC1)C1=NN(C(=C1O)C)C